N-methyl-3-[[4-[[2-(6-methyl-2-pyridyl)pyrimidin-4-yl]amino]pyrimidin-2-yl]amino]-N-(4-piperidyl)benzenesulfonamide CN(S(=O)(=O)C1=CC(=CC=C1)NC1=NC=CC(=N1)NC1=NC(=NC=C1)C1=NC(=CC=C1)C)C1CCNCC1